COCC(C)(C1=CC(=CC=C1)C(F)(F)F)NC1=NC2=C(N1)C=CC=C2CNC(=O)NC (-)-1-((2-((1-methoxy-2-(3-(trifluoromethyl)phenyl)propan-2-yl)amino)-1H-benzo[d]imidazol-4-yl)methyl)-3-methylurea